methyl (S)-3-(3-aminoprop-1-yn-1-yl)-5-(4-(2-(4-(4-chlorophenyl)-2,3,9-trimethyl-6H-thieno[3,2-f][1,2,4]triazolo[4,3-a][1,4]diazepin-6-yl)acetamido)butanamido)benzoate hydrochloride Cl.NCC#CC=1C=C(C(=O)OC)C=C(C1)NC(CCCNC(C[C@H]1C=2N(C3=C(C(=N1)C1=CC=C(C=C1)Cl)C(=C(S3)C)C)C(=NN2)C)=O)=O